OC1=C(C(N(C(=C1)C)C)=O)NC(N[C@@H](CC(=O)OCC)C1=CC(=CC=C1)CC1=C(C=CC=C1)C)=O ethyl (S)-3-(3-(4-hydroxy-1,6-dimethyl-2-oxo-1,2-dihydropyridin-3-yl)ureido)-3-(3-(2-methyl benzyl)phenyl)propanoate